CN1CC=CC(=C1)N1CCN(CC1)CC1=C(C=2NC(C=3C=CC=CC3C2S1)=O)C N-methyl-5-(4-((3-methyl-5-oxo-4,5-dihydrothieno[3,2-c]isoquinolin-2-yl)methyl)piperazin-1-yl)pyridine